7-(4-(3,5-dimethylbenzyl)piperazin-1-yl)-1-ethyl-6-fluoro-4-oxo-1,4-dihydroquinoline-3-carboxylic acid CC=1C=C(CN2CCN(CC2)C2=C(C=C3C(C(=CN(C3=C2)CC)C(=O)O)=O)F)C=C(C1)C